6,16-dihydroxy-octadecatrienoic acid OC(C=CC=CC(=O)O)=CCCCCCCCCC(CC)O